N-Benzyl-1H-benzo[d]imidazole-1-carboxamide C(C1=CC=CC=C1)NC(=O)N1C=NC2=C1C=CC=C2